methylethynylisophthalic acid CC1=C(C(=C(C(=O)O)C=C1)C#C)C(=O)O